Lysine Potassium [K].N[C@@H](CCCCN)C(=O)O